Br[C@H]1C[C@H](N(C1)C(=O)OC(C)(C)C)C(=O)OC(C)(C)C (2S,4S)-di-tert-butyl 4-bromopyrrolidine-1,2-dicarboxylate